N-methyl-hexahydroazepin-4-one CN1CCC(CCC1)=O